FC=1C=C(C=CC1OC)/C=C/B1OC(C(O1)(C)C)(C)C 2-[(E)-2-(3-fluoro-4-methoxy-phenyl)vinyl]-4,4,5,5-tetramethyl-1,3,2-dioxaborolane